2-Chloro-6-(5-ethyl-4-methyl-1H-imidazol-2-yl)pyridine ClC1=NC(=CC=C1)C=1NC(=C(N1)C)CC